BrC1=C(C=C2C(=NC(=NC2=C1F)O)O)OC 7-bromo-8-fluoro-6-methoxyquinazoline-2,4-diol